6-((3R,5R)-5-(4-(trifluoromethyl)phenyl)tetrahydrofuran-3-yl)-2-thia-6-azaspiro[3.4]octane 2,2-dioxide FC(C1=CC=C(C=C1)[C@H]1C[C@H](CO1)N1CC2(CS(C2)(=O)=O)CC1)(F)F